2-(2-((cyclopropylmethyl)sulphonylamino)thiazol-4-yl)-N-(4-(6-ethoxypyrazin-2-yl)-2-fluorophenyl)-2-methylpropanamide C1(CC1)CS(=O)(=O)NC=1SC=C(N1)C(C(=O)NC1=C(C=C(C=C1)C1=NC(=CN=C1)OCC)F)(C)C